[Cl-].C1(=CC=CC=C1)[N+]1=CC=C(C=C1)C1=CC=[NH+]C=C1.[Cl-] 1-phenyl-4,4'-bipyridinium chloride